C(#C)[C@@H]1C[C@@H](CCC1)NC(OC(C)(C)C)=O tert-butyl ((1R,3S)-3-ethynylcyclohexyl)carbamate